Di-vinyl-benzene C(=C)C1=C(C=CC=C1)C=C